NC(C#CC1=C2CN(C(C2=CC=C1)=O)C1C(NC(CC1)=O)=O)(C)C 3-(4-(3-Amino-3-methylbut-1-yn-1-yl)-1-oxoisoindolin-2-yl)piperidine-2,6-dione